CN1N=C(N=N1)CS (2-methyl-2H-tetrazol-5-yl)methanethiol